CC1(OB(OC1(C)C)C1CC12CN(C2)C(=O)OC(C)(C)C)C tert-butyl 1-(4,4,5,5-tetramethyl-1,3,2-dioxaborolan-2-yl)-5-azaspiro[2.3]hexane-5-carboxylate